C(C)(C)(C)OC(N(C=1N=NC(=CC1)C)C1=CC2=C(N(C=N2)C2=NC(=C(C=C2)[C@H](C)O)N2N=C(C=C2C)C#N)C=C1)=O N-[1-[6-(3-cyano-5-methyl-pyrazol-1-yl)-5-[(1s)-1-hydroxyethyl]-2-pyridyl]benzimidazol-5-yl]-N-(6-methylpyridazin-3-yl)carbamic acid tert-butyl ester